CN1C(=NOC1(C)C)C1[C@H]2CN(C[C@@H]12)C(=O)OC(C)(C)C tert-butyl (1R,5S,6r)-6-(4,5,5-trimethyl-4,5-dihydro-1,2,4-oxadiazol-3-yl)-3-azabicyclo[3.1.0]hexane-3-carboxylate